cyclopentyl ((2,6-dihydroxy-5'-methyl-4-pentyl-2'-(prop-1-en-2-yl)-[1,1'-biphenyl]-3-yl)methyl)(methyl)carbamate OC1=C(C(=CC(=C1CN(C(OC1CCCC1)=O)C)CCCCC)O)C1=C(C=CC(=C1)C)C(=C)C